N-({(1r,4r)-4-[6-(6-cyclopropylpyrimidin-4-yl)-2H-indazol-2-yl]cyclohexyl}methyl)-3,5-difluoro-4-hydroxybenzamide C1(CC1)C1=CC(=NC=N1)C=1C=CC2=CN(N=C2C1)C1CCC(CC1)CNC(C1=CC(=C(C(=C1)F)O)F)=O